1-(4-(4-(2-amino-4-(difluoromethyl)pyrimidin-5-yl)-6-morpholino-1,3,5-triazin-2-yl)piperazin-1-yl)-4-(methylamino)butan-1-one NC1=NC=C(C(=N1)C(F)F)C1=NC(=NC(=N1)N1CCOCC1)N1CCN(CC1)C(CCCNC)=O